Cl.ClC=1C=C(C=CC1)NC([C@H](N)C)=O N-(3-chlorophenyl)-D-alaninamide hydrochloride